BrC=1C(=NN(C1C(=O)[C@](N)(CC(C)(C)C)C(=O)N[C@@H](C[C@H]1C(NCC1)=O)C#N)CC)C 2-[(4-bromo-1-ethyl-3-methyl-1H-pyrazol-5-yl)carbonyl]-N-{(1S)-1-cyano-2-[(3S)-2-oxopyrrolidin-3-yl]Ethyl}-4-methyl-L-leucinoamide